S(=O)(=O)(C1=CC=CC=2C(N(C)C)=CC=CC12)NC=1C=C(C=CC1)B(O)O 3-(dansyl-amino)phenylboronic acid